1-(2,6,6-trimethylcyclohex-3-en-1-yl)butan-1-one CC1C(C(CC=C1)(C)C)C(CCC)=O